ClC1=C(N=C(NC1=O)C1=CC=NC=C1)C1CCN(CC1)C(=O)C1=CC(=NN1)C 5-chloro-4-[1-(3-methyl-1H-pyrazole-5-carbonyl)-4-piperidinyl]-2-(4-pyridinyl)-1H-pyrimidin-6-one